[N+](=O)([O-])C=1C=NC(=NC1)NCCO 2-((5-nitropyrimidin-2-yl)amino)ethan-1-ol